CC1(C2=CC=CC=C2C=2C=CC(=CC12)B1OC(C(O1)(C)C)(C)C)C 2-(9,9-dimethyl-9H-fluoren-2-yl)-4,4,5,5-tetramethyl-1,3,2-dioxaborolane